[C@@H]12N[C@H](C[C@H]2C1)C#N (1R,3R,5R)-2-azabicyclo[3.1.0]hexane-3-carbonitrile